C(C(=C)C)(=O)OC=1C=C(C(=O)O)C=CC1 3-methacryloyloxybenzoic acid